NC1=NC=NN2C1=C(C=C2C2CCC(CC2)O)C2=C(C=C(C=C2)NC(=O)C=2C(N(C=CC2)C2=CC=CC=C2)=O)F N-{4-[4-amino-7-(4-hydroxycyclohexyl)pyrrolo[2,1-f][1,2,4]triazin-5-yl]-3-fluorophenyl}-2-oxo-1-phenyl-1,2-dihydropyridine-3-carboxamide